(1s,4S)-4-(3-chloroanilino)-2'-{(2R)-2-methyl-3-[(thieno[3,2-b]pyridin-7-yl)oxy]propyl}-2',3'-dihydrospiro[cyclohexane-1,1'-isoindole]-4-carboxylic acid ClC=1C=C(NC2(CCC3(N(CC4=CC=CC=C34)C[C@H](COC3=C4C(=NC=C3)C=CS4)C)CC2)C(=O)O)C=CC1